C(C)(C)(C)OCCO\N=C\CC=1C(=C(N(C(C1)=O)C)NC1=C(C=CC=C1)F)C(=O)OC methyl (E)-4-(2-((2-(tert-butoxy)ethoxy)imino)ethyl)-2-((2-fluorophenyl)amino)-1-methyl-6-oxo-1,6-dihydropyridine-3-carboxylate